{4-[acetyl (ethyl) amino] piperidin-1-yl}-2-azaspiro[3.4]octane-2-carboxylate C(C)(=O)N(C1CCN(CC1)C1N(CC12CCCC2)C(=O)[O-])CC